1-(N-methyl-pyrrol-2-yl)-3-(thiophen-3-yl)propan-1-one CN1C(=CC=C1)C(CCC1=CSC=C1)=O